2-(2,6-dioxopiperidin-3-yl)-5-(5-((1-(2-(4-(1,2-diphenylbut-1-en-1-yl)phenoxy)ethyl)piperidin-4-yl)methyl)-2,5-diazabicyclo[2.2.2]octane-2-yl)-6-fluoroisoindoline O=C1NC(CCC1N1CC2=CC(=C(C=C2C1)N1C2CN(C(C1)CC2)CC2CCN(CC2)CCOC2=CC=C(C=C2)C(=C(CC)C2=CC=CC=C2)C2=CC=CC=C2)F)=O